FC1=CC=C(C=C1)C1CN(CC1)C1=NC=CC(=N1)C1=NC=CC(=N1)C#CN1N=CC2=CC=CC=C12 ((2'-(3-(4-fluorophenyl)pyrrolidin-1-yl)-[2,4'-bipyrimidin]-4-yl)ethynyl)-1H-indazole